N(=C=O)CC1=CC(=C(C=C1)OC(C)C)C 4-(isocyanatomethyl)-2-methyl-1-(propan-2-yloxy)benzene